N-(2-((1S,2S)-2-(difluoromethyl)cyclopropyl)pyrimidin-4-yl)-5-isopropyl-8-(3-((methylsulfonyl)methyl)azetidin-1-yl)isoquinolin-3-amine FC([C@@H]1[C@H](C1)C1=NC=CC(=N1)NC=1N=CC2=C(C=CC(=C2C1)C(C)C)N1CC(C1)CS(=O)(=O)C)F